4,4'-dimethyl-2,5'-diaminobiphenyl CC1=CC(=C(C=C1)C1=CC=C(C(=C1)N)C)N